Thienyl-quinoxaline ethyl-5-[tert-butyl(dimethyl)silyl]oxy-2-[2-[tert-butyl(dimethyl)silyl]oxyethyl]pyrazole-3-carboxylate C(C)OC(=O)C=1N(N=C(C1)O[Si](C)(C)C(C)(C)C)CCO[Si](C)(C)C(C)(C)C.S1C(=CC=C1)C1=NC2=CC=CC=C2N=C1